CC=1C(=NC=CC1)CN1C[C@H](CC1)N1C(N(C=2C1=NC=CC2)C2=CC=C(C=C2)C2=CC=C(C=C2)C(=O)O)=O (S)-4'-(3-(1-((3-methylpyridin-2-yl)methyl)pyrrolidin-3-yl)-2-oxo-2,3-dihydro-1H-imidazo[4,5-b]pyridin-1-yl)-[1,1'-biphenyl]-4-carboxylic acid